N1-(2-(dimethylamino)ethyl)-N4-(4-(1,5'-dimethylspiro[pyrrolidin-3,3'-pyrrolo[3,2-b]pyridin]-1'(2'H)-yl)-1,3,5-triazin-2-yl)-5-methoxy-N1-methyl-2-nitrobenzene-1,4-diamine CN(CCN(C1=C(C=C(C(=C1)OC)NC1=NC=NC(=N1)N1CC2(C3=NC(=CC=C31)C)CN(CC2)C)[N+](=O)[O-])C)C